6-(5,7-dichloro-2,3-diphenylpyrazolo[1,5-a]pyrimidin-6-yl)-3,4-dihydro-2H-benzo[b][1,4]oxazine ClC1=NC=2N(C(=C1C1=CC3=C(OCCN3)C=C1)Cl)N=C(C2C2=CC=CC=C2)C2=CC=CC=C2